N1,N2-Di-benzhydryl-1,2-propanediamine C(C1=CC=CC=C1)(C1=CC=CC=C1)NCC(C)NC(C1=CC=CC=C1)C1=CC=CC=C1